(4-(2-(methylsulfonyl)pyrimidin-5-yl)-1H-1,2,3-triazole-1-yl)hexanoic acid CS(=O)(=O)C1=NC=C(C=N1)C=1N=NN(C1)C(C(=O)O)CCCC